ClC1=C(C(=CC=C1)C(F)(F)F)COC=1C=NC(=NC1)N1C[C@@H](OCC1)CO [(2R)-4-(5-{[2-chloro-6-(trifluoromethyl)phenyl]methoxy}pyrimidin-2-yl)morpholin-2-yl]methanol